(1s,2s)-N,N-dimethylcyclohexanediamine CN(C1(CCCCC1)N)C